C(C)(C)(C)OC(=O)N[C@H](C(=O)N[C@H](C(=O)OC(=C)N(S(=O)(=O)C1=CC=C(C=C1)C)C)[C@H](CC)C)CCCN1C(=NC=C1)[N+](=O)[O-] 1-(N-methyl-4-methylbenzenesulfonamido)ethenyl (2S,3S)-2-[(2S)-2-{[(tertbutoxy)carbonyl] amino}-5-(2-nitro-1H-imidazol-1-yl)pentanamido]-3-methylpentanoate